C(C)(=O)N1CC[C@@H]2N(C([C@H](C1)NC(/C(=C/C=1C=C(C=CC1)C(F)(F)P(O)(O)=O)/C)=O)=O)[C@@H](CC2)C(N(C2=CC=CC=C2)C)=O ((3-((E)-3-(((5S,8S,10aR)-3-acetyl-8-(methyl(phenyl)carbamoyl)-6-oxodecahydro-pyrrolo[1,2-a][1,5]diazocin-5-yl)amino)-2-methyl-3-oxoprop-1-en-1-yl)phenyl)difluoromethyl)phosphonic acid